C(=CC1=C(C=C(C=C1)NC1=NC(=NC(=N1)N(CC)CC)NC1=C(C=CC(=C1)S(=O)(=O)[O-])S(=O)(=O)[O-])S(=O)(=O)[O-])C1=C(C=C(C=C1)NC1=NC(=NC(=N1)N(CC)CC)NC1=C(C=CC(=C1)S(=O)(=O)[O-])S(=O)(=O)[O-])S(=O)(=O)[O-] 2,2'-vinylenebis[(3-sulphonato-4,1-phenylene)imino[6-(diethylamino)-1,3,5-triazine-4,2-diyl]imino]bis-(benzene-1,4-disulfonate)